4,4-Difluoro-2-(4-fluorophenyl)-N-{4-[7-(pyridin-2-yl)-5H-pyrrolo[3,2-d]pyrimidin-6-yl]pyridin-2-yl}butanamid FC(CC(C(=O)NC1=NC=CC(=C1)C1=C(C=2N=CN=CC2N1)C1=NC=CC=C1)C1=CC=C(C=C1)F)F